N-(3-(3-(2,4-Dioxotetrahydropyrimidin-1(2H)-yl)pyrazolo[1,5-a]pyridin-5-yl)prop-2-yn-1-yl)-5-(8-(7-ethyl-1,3-dimethyl-2-oxo-1,2-dihydroquinolin-5-yl)isoquinolin-3-yl)picolinamide O=C1N(CCC(N1)=O)C=1C=NN2C1C=C(C=C2)C#CCNC(C2=NC=C(C=C2)C=2N=CC1=C(C=CC=C1C2)C2=C1C=C(C(N(C1=CC(=C2)CC)C)=O)C)=O